N-(4-(1H-pyrazol-1-yl)benzyl)-O-benzoyl-N-benzyl-hydroxylamine N1(N=CC=C1)C1=CC=C(CN(OC(C2=CC=CC=C2)=O)CC2=CC=CC=C2)C=C1